tert-butyl (R)-((3-(5-(cyclopropylethynyl)-2-(4,4-difluoroazepan-1-yl)-4-methylnicotinamido) phenyl)(methyl)(oxo)-λ6-sulfaneylidene)carbamate C1(CC1)C#CC=1C=NC(=C(C(=O)NC=2C=C(C=CC2)[S@](=O)(C)=NC(OC(C)(C)C)=O)C1C)N1CCC(CCC1)(F)F